heptane-1-sulfonic acid C(CCCCCC)S(=O)(=O)O